ClC=1C(=CC(=C(C1)NC(=O)N1C2CCC1C(C=1C(=NC=CC12)F)O)F)C(F)(F)F N-(5-chloro-2-fluoro-4-(trifluoromethyl)phenyl)-1-fluoro-9-hydroxy-6,7,8,9-tetrahydro-5H-5,8-epiminocyclohepta[c]pyridine-10-carboxamide